BrC1=C(C=NC(=C1)F)C=N[S@@](=O)C(C)(C)C (S)-N-((4-bromo-6-fluoropyridin-3-yl)methylene)-2-methylpropan-2-sulfinamide